(5'S,7a'R)-5'-(3,5-difluoro-phenyl)-1-(2-ethynylpyridine-4-carbonyl)tetra-hydro-3'H-spiro[piperidine-4,2'-pyrrolo-[2,1-b]-[1,3]oxazol]-3'-one FC=1C=C(C=C(C1)F)[C@@H]1CC[C@H]2OC3(C(N21)=O)CCN(CC3)C(=O)C3=CC(=NC=C3)C#C